N-(4-(4-amino-5-(2-(4-methoxyphenyl)thiazol-5-yl)pyrazolo[5,1-f][1,2,4]triazin-6-yl)phenyl)-2-fluoroacrylamide NC1=NC=NN2C1=C(C(=N2)C2=CC=C(C=C2)NC(C(=C)F)=O)C2=CN=C(S2)C2=CC=C(C=C2)OC